CC1CC(C1)(OC(CC(C(=O)O)=C)=O)C1=CC=C(C=C1)C(F)(F)F (cis)-4-(3-methyl-1-(4-(trifluoromethyl)phenyl)cyclobutoxy)-2-methylene-4-oxobutanoic acid